6-iodo-5-methyl-[1,2,4]triazolo[1,5-a]pyrimidin-7-amine IC=1C(=NC=2N(C1N)N=CN2)C